Tert-butyl N-(3-[3-[1-(2,6-dioxopiperidin-3-yl)-3-methyl-2-oxo-1,3-benzodiazol-4-yl]propoxy]propyl)-N-methylcarbamate O=C1NC(CCC1N1C(N(C2=C1C=CC=C2CCCOCCCN(C(OC(C)(C)C)=O)C)C)=O)=O